3-(difluoromethyl)-4-hydroxy-5-nitrobenzoic acid methyl ester COC(C1=CC(=C(C(=C1)[N+](=O)[O-])O)C(F)F)=O